NCC(CN1[N+](=CC(=C1)C1=CC=C(C=C1)OC[C@@H](C(=O)OC(C)(C)C)ON1C(C2=CC=CC=C2C1=O)=O)C)O 1-(3-amino-2-hydroxypropyl)-4-(4-((S)-3-(tert-butoxy)-2-((1,3-dioxoisoindolin-2-yl)oxy)-3-oxopropoxy)phenyl)-2-methyl-1H-pyrazol-2-ium